ClC1=C(C(=O)O)C=CC=C1 2-chlorobenzoyl alcohol